3,3-bis(4-hydroxy-3-phenylphenyl)-1-(4-methylphenyl)-1H-indol-2-one OC1=C(C=C(C=C1)C1(C(N(C2=CC=CC=C12)C1=CC=C(C=C1)C)=O)C1=CC(=C(C=C1)O)C1=CC=CC=C1)C1=CC=CC=C1